dinaphthyl carbonate C(OC1=CC=CC2=CC=CC=C12)(OC1=CC=CC2=CC=CC=C12)=O